[Cl-].C(C=CCCCCCCCCCCCCCCC)[NH3+] 2-octadecenyl-ammonium chloride